O=C(CC(=O)SCCNC(CCNC([C@@H](C(COP(OP(OC[C@@H]1[C@H]([C@H]([C@@H](O1)N1C=NC=2C(N)=NC=NC12)O)OP(=O)(O)O)(=O)O)(=O)O)(C)C)O)=O)=O)CCCO 3-oxo-6-hydroxyhexanoyl-CoA